C[C@H]1N(CCOC1)C1=NC2=C(N=CC=C2C(=C1)C1=CC=CC=C1)C=1N(N=CC1)C1OCCCC1 2-((R)-3-methylmorpholin-4-yl)-4-phenyl-8-[2-(tetrahydropyran-2-yl)-2H-pyrazol-3-yl]-[1,7]naphthyridine